1-((6-(benzyloxy)hexyl)sulfonyl)-4-(5-(trifluoromethyl)pyridin-3-yl)piperazine C(C1=CC=CC=C1)OCCCCCCS(=O)(=O)N1CCN(CC1)C=1C=NC=C(C1)C(F)(F)F